ClC1=NC(=CC=C1C=1C=C(C=C2C3=C(NC12)C(=NC=C3)C)C)Cl 8-(2,6-dichloro-pyridin-3-yl)-1,6-dimethyl-9H-pyrido[3,4-b]indole